[2H]C(C=O)([2H])[2H] trideuteroacetaldehyde